CC1CN=C(N1)CCC (5-methyl-2-imidazolin-2-yl)propane